CN(C(OC(C)(C)C)=O)C1CCN(CC1)C1=C2CCCNC2=CC=C1 tert-butyl N-methyl-N-[1-(1,2,3,4-tetrahydroquinolin-5-yl)-4-piperidyl]carbamate